3-bromo-6-chloropyrazin-2-amine BrC=1C(=NC(=CN1)Cl)N